CC1=CC(=NN1)NC1=NC(=C2C=CC=NC2=C1)N[C@@H]1CC[C@H](CC1)CC#N trans-2-[4-[[7-[(5-methyl-1H-pyrazol-3-yl)amino]-1,6-naphthyridin-5-yl]amino]cyclohexyl]acetonitrile